C(=O)C1=C(C(=C2N(C1=O)C(CS2)C(=O)OC)C2=CC(=CC=C2)C(F)(F)F)CC2=CC=CC1=CC=CC=C21 Methyl 6-formyl-7-(naphthalen-1-ylmethyl)-5-oxo-8-(3-(trifluoromethyl)phenyl)-2,3-dihydro-5H-thiazolo[3,2-a]pyridine-3-carboxylate